tert-butyl (R)-3-((4-bromo-2-(N,N-dibenzylsulfamoyl)-3-(2H-tetrazol-5-yl)phenyl)sulfonamido)pyrrolidine-1-carboxylate BrC1=C(C(=C(C=C1)S(=O)(=O)N[C@H]1CN(CC1)C(=O)OC(C)(C)C)S(N(CC1=CC=CC=C1)CC1=CC=CC=C1)(=O)=O)C=1N=NNN1